COC(=O)C=1N=NN(C1)[C@H](C(=O)N1[C@@H](C[C@H](C1)O)C=1SC2=C(N1)C=CC=C2)C(C)C.C2(=CC=CC=1C(=CC=CC21)S(=O)(=O)[O-])S(=O)(=O)[O-].[Na+].[Na+] sodium 1,5-naphthalenedisulfonate methyl-1-((S)-1-((2S,4R)-2-(benzo[d]thiazol-2-yl)-4-hydroxypyrrolidin-1-yl)-3-methyl-1-oxobutan-2-yl)-1H-1,2,3-triazole-4-carboxylate